(3R,5R)-5-(3-amino-5-fluoropiperidin-1-yl)-9-(5-(difluoromethyl)-1,3,4-thiadiazol-2-yl)-N-(1-methylcyclopropyl)-9H-benzo[d]imidazo[1,2-a]imidazole-7-sulfonamide N[C@H]1CN(C[C@@H](C1)F)C1=CC(=CC=2N(C=3N(C21)C=CN3)C=3SC(=NN3)C(F)F)S(=O)(=O)NC3(CC3)C